3-[[3-[(E)-2-(7-chloroquinolin-2-yl)ethenyl]phenyl]-[3-(dimethylamino)-3-oxopropyl]sulfanylmethyl]sulfanylpropanoic acid ClC1=CC=C2C=CC(=NC2=C1)/C=C/C=1C=C(C=CC1)C(SCCC(=O)N(C)C)SCCC(=O)O